COC(CCCCCCC\C=C/CCCCCC)=O (Z)-9-hexadecenoic acid methyl ester